S1C(=NC2=C1C=CC=C2)NC(=O)C=2C=CC=C1CCN(CC21)C2=CC=C(C(=N2)C(=O)OC(C)(C)C)C2=C(C=C(OCCCC1CCN(CC1)CC(=O)O)C=C2)C(F)(F)F 2-(4-(3-(4-(6-(8-(benzo[d]thiazol-2-ylcarbamoyl)-3,4-dihydroisoquinolin-2(1H)-yl)-2-(tert-butoxycarbonyl)pyridin-3-yl)-3-(trifluoromethyl)phenoxy)propyl)piperidin-1-yl)acetic acid